CC1(CC2=C(NN=C2C(=O)O)CO1)C 5,5-dimethyl-1,4,5,7-tetrahydropyrano[3,4-c]pyrazole-3-carboxylic acid